2-[acetyl(2,6-difluoropyridin-4-yl)amino]-N-(2,2-dimethylcyclobutyl)-5-methylthiazole-4-carboxamide C(C)(=O)N(C=1SC(=C(N1)C(=O)NC1C(CC1)(C)C)C)C1=CC(=NC(=C1)F)F